2-(2-aminopropane-2-yl)aniline NC(C)(C)C1=C(N)C=CC=C1